CN(CCCNC(C=C)=O)C N-(3-dimethylaminopropyl)acrylamide